BrC1=CC2=C(NC1=O)CC(OC2)CN2CCN(CC2)C=2C=CC(=NC2F)C(=O)NC 5-(4-((3-bromo-2-oxo-1,5,7,8-tetrahydro-2H-pyrano[4,3-b]pyridin-7-yl)methyl)piperazin-1-yl)-6-fluoro-N-methylpicolinamide